2'-bromo-2-chloro-N-(5-chloro-6-(2H-1,2,3-triazol-2-yl)pyridin-3-yl)-4',5-difluoro-[1,1'-biphenyl]-4-carboxamide BrC1=C(C=CC(=C1)F)C1=C(C=C(C(=C1)F)C(=O)NC=1C=NC(=C(C1)Cl)N1N=CC=N1)Cl